3-[5-bromo-2-(8-chloro-4-oxo-chroman-2-yl)phenoxy]cyclobutanecarboxylic acid BrC=1C=CC(=C(OC2CC(C2)C(=O)O)C1)C1OC2=C(C=CC=C2C(C1)=O)Cl